ethyl glyceruronate O=C[C@H](O)C(=O)OCC